bis(1-methylethyl)-benzeneacetamide CC(C)C(C(=O)N)(C1=CC=CC=C1)C(C)C